rac-(1r,2r,3s,4r,5s)-5-hydroxy-3-(1-methyl-3-(trifluoromethyl)-1H-pyrazol-4-yl)-N-(6-methyl-4-(trifluoromethyl)pyridin-2-yl)-7-oxabicyclo[2.2.1]heptane-2-carboxamide O[C@@H]1[C@H]2[C@@H]([C@H]([C@@H](C1)O2)C(=O)NC2=NC(=CC(=C2)C(F)(F)F)C)C=2C(=NN(C2)C)C(F)(F)F |r|